1-((3,3-Difluoro-1-methylcyclobutyl)methyl)-3-(1-fluorocyclopropyl)-4-(trifluoromethyl)-1H-pyrazole-5-carboxylic acid FC1(CC(C1)(C)CN1N=C(C(=C1C(=O)O)C(F)(F)F)C1(CC1)F)F